FC1=C(C=CC=C1C[C@@H]1N(C[C@@H]([C@@H]1NS(=O)(=O)CC)F)C(=O)[C@@H]1OCCC1)C1=C(C(=CC=C1)C)F N-{(2S,3R,4S)-2-[(2,2'-difluoro-3'-methyl-[1,1'-biphenyl]-3-yl)methyl]-4-fluoro-1-[(2R)-oxolane-2-carbonyl]pyrrolidin-3-yl}ethanesulfonamide